CC(C(=O)OCOP(=O)(COC[C@]1(N2[C@H](C[C@H](C1=O)CC2)C)COC)OCOC(C(C)(C)C)=O)(C)C ((((((1S,2R,4R,6S)-2-(methoxymethyl)-6-methyl-3-oxoquinuclidin-2-yl)methoxy)methyl)phosphoryl)bis(oxy))bis(methylene) bis(2,2-dimethylpropanoate)